N-(1-(azetidin-1-ylmethyl)cyclopropyl)-2-(3-(difluoromethyl)phenyl)-2-methylpropanamide N1(CCC1)CC1(CC1)NC(C(C)(C)C1=CC(=CC=C1)C(F)F)=O